C2-butyl-1-octanol C(CCC)C(CO)CCCCCC